O1C2=C(OC[C@H]1CN1C3=C(OCC1=O)C=CC(=C3)C(=O)NO)C=CC=C2 |r| (+/-)-4-((2,3-dihydrobenzo[b][1,4]dioxin-2-yl)methyl)-N-hydroxy-3-oxo-3,4-dihydro-2H-benzo[b][1,4]oxazine-6-carboxamide